FC(F)(F)P(C1=CC=C(C=C1)N1CCCC1)C1=CC=C(C=C1)N1CCCC1 1,1'-(((trifluoromethyl)phosphanediyl)bis(4,1-phenylene))dipyrrolidine